N-(6-chloro-3-((2,6-dimethoxyphenyl)amino)pyrazin-2-yl)-6-ethoxypyridinecarboxamide ClC1=CN=C(C(=N1)NC(=O)C1=NC(=CC=C1)OCC)NC1=C(C=CC=C1OC)OC